[Ca+2].IC(C(=O)[O-])(C)C.IC(C(=O)[O-])(C)C 2-iodo-2-methylpropanoic acid calcium salt